(3-chloro-2-(3-((3-((3-hydroxypyrrolidin-1-yl)methyl)-1,7-naphthyridin-8-yl)amino)-2-methylphenyl)pyridin-4-yl)-1,5-dimethyl-4,5,6,7-tetrahydro-1H-imidazo[4,5-c]pyridine-2-carboxamide ClC=1C(=NC=CC1C1N(CCC2=C1N=C(N2C)C(=O)N)C)C2=C(C(=CC=C2)NC=2N=CC=C1C=C(C=NC21)CN2CC(CC2)O)C